OC=1C(=NC=CC1O)C(=O)N[C@H](C(=O)NCC(C)C)C (S)-3,4-dihydroxy-N-(1-(isobutylamino)-1-oxopropan-2-yl)picolinamide